1-(6-(3,3,3-trifluoropropyl)pyrazin-2-yl)piperidine-4-carbonitrile FC(CCC1=CN=CC(=N1)N1CCC(CC1)C#N)(F)F